2-(1-methyl-4-(1H-pyrrolo[2,3-b]pyridin-4-yl)-1H-pyrazol-3-yl)oxazole CN1N=C(C(=C1)C1=C2C(=NC=C1)NC=C2)C=2OC=CN2